2-((1r,3R,5S)-adamantan-1-yl)-N-(2-(2-(2-aminoethoxy)ethoxy)ethyl)acetamide C12(CC3CC(CC(C1)C3)C2)CC(=O)NCCOCCOCCN